CC1CN(CC(C1)C)CCNC(C1=CN=C(C(=C1)NC1=NN(C2=NC(=NC=C21)NC=2C=NN(C2)C)C)C)=O N-(2-(3,5-dimethylpiperidin-1-yl)ethyl)-6-methyl-5-((1-methyl-6-((1-methyl-1H-pyrazol-4-yl)amino)-1H-pyrazolo[3,4-d]pyrimidin-3-yl)amino)nicotinamide